CN1CC=2C=C(C=NC2CC1)NC1=NC=C2CCN(CC2=C1)C(=O)OC(C)(C)C tert-butyl 7-[(6-methyl-5,6,7,8-tetrahydro-1,6-naphthyridin-3-yl)amino]-1,2,3,4-tetrahydro-2,6-naphthyridine-2-carboxylate